OC1=CC=C(C=C1)CCCCNC(OC(C)(C)C)=O tert-butyl (4-(4-hydroxyphenyl)butyl)carbamate